(3S)-3-((2S)-2-(((2-(3-chlorophenyl)-2-methyl-1-(naphthalen-2-yl)propoxy)carbonyl)amino)-3-cyclohexylpropanamido)-2-hydroxy-4-((S)-2-oxopyrrolidin-3-yl)butanoic acid ClC=1C=C(C=CC1)C(C(OC(=O)N[C@H](C(=O)N[C@H](C(C(=O)O)O)C[C@H]1C(NCC1)=O)CC1CCCCC1)C1=CC2=CC=CC=C2C=C1)(C)C